methyl 2-fluoro-8-(1-isopropyl-1H-pyrazol-4-yl)-8-methyl-7,8-dihydro-6H-cyclopenta[e]pyrazolo[1,5-a]pyrimidine-6-carboxylate FC1=NN2C(N=CC3=C2C(CC3C(=O)OC)(C)C=3C=NN(C3)C(C)C)=C1